C(C)[C@@]1(C(=C(N=C(N1)C=1SC=CN1)CN1CCOCC1)C(=O)[O-])C1=C(C=C(C=C1)F)Br |r| 6[R,S]-ethyl-6-(2-bromo-4-fluorophenyl)-4-(morpholinomethyl)-2-(thiazol-2-yl)-1,6-dihydropyrimidine-5-carboxylate